C[NH+](C)C.C(CCCC=O)=O glutaraldehyde, trimethyl-ammonium salt